CC1=C(OC2=C(C=C(C=C2C1=O)C)[C@@H](C)NC=1C(=NC=CC1)C#N)C1=CC2=CN(N=C2C=C1)C 3-[[(1R)-1-[3,6-Dimethyl-2-(2-methylindazol-5-yl)-4-oxo-chromen-8-yl]ethyl]amino]pyridine-2-carbonitrile